FC(C1=C(C=NN1C)C1=NNC=C1NC=1N=CC2=C(N1)N(C(C21CC1)=O)[C@H]1C[C@@H](CCC1)O)F 2'-((5'-(difluoromethyl)-1'-methyl-1H,1'H-[3,4'-bipyrazol]-4-yl)amino)-7'-((1R,3R)-3-hydroxycyclohexyl)spiro[cyclopropane-1,5'-pyrrolo[2,3-d]pyrimidin]-6'(7'H)-one